C(C#C)OC[C@H](N)C(=O)O O-propargyl-serine